CC1(OB(OC1(C)C)C=1C=C(CN2CCN(CC2)C(=O)OC(C)(C)C)C=CC1)C tert-butyl 4-(3-(4,4,5,5-tetramethyl-1,3,2-dioxaborolan-2-yl)benzyl)piperazine-1-carboxylate